4-(4-chloro-2-fluorophenyl)-2-(3-(1-cyclopropyl-1H-pyrazol-4-yl)-4-methylpiperazin-1-yl)-6,7-dimethylpteridine ClC1=CC(=C(C=C1)C1=NC(=NC2=NC(=C(N=C12)C)C)N1CC(N(CC1)C)C=1C=NN(C1)C1CC1)F